CN1N=CC(=C1)NC1=NC(=NC(=N1)N)C=1C=CC=2N(C1)C(=NC2)C N2-(1-methyl-1H-pyrazol-4-yl)-6-(3-methylimidazo[1,5-a]pyridin-6-yl)-1,3,5-triazine-2,4-diamine